2-(4,6-dimethylpyrazolo[1,5-a]pyrazine-2-yl)-6-(4-methylpiperazin-1-yl)quinazoline-4(3H)one succinate C(CCC(=O)O)(=O)O.CC=1C=2N(C=C(N1)C)N=C(C2)C2=NC1=CC=C(C=C1C(N2)=O)N2CCN(CC2)C